N1=CN=CC2=C1C=CC(=N2)N pyrido[3,2-d]pyrimidin-6-amine